C(C)N[C@@H](C(C)C)C(=O)N[C@@H](C)C(=O)OC([C@@H](N)CCCCNC(=O)OC(C)(C)C)=O.FC1=CC=C(C=C1)C1=NC=NC(=C1)C1=CC=C(C=C1)OC 4-(4-fluorophenyl)-6-(4-methoxyphenyl)pyrimidin ethyl-L-valyl-L-alanyl-N6-(tert-butoxycarbonyl)-L-lysinate